O=C1N(C2=CC(=CC=C2C12CCCC2)[C@@H]2[C@H](C2)C=2C=1N(N=C(C2)C=2C(NC(NC2)=O)=O)C=CN1)CC(F)(F)F 5-(8-((1S,2S)-2-(2'-oxo-1'-(2,2,2-trifluoroethyl)spiro[cyclopentane-1,3'-indolin]-6'-yl)cyclopropyl)imidazo[1,2-b]pyridazin-6-yl)pyrimidine-2,4(1H,3H)-dione